methyl 2-(3-(3-chloro-4-nitrobenzamido)-2-oxopyridin-1(2H)-yl)propanoate ClC=1C=C(C(=O)NC=2C(N(C=CC2)C(C(=O)OC)C)=O)C=CC1[N+](=O)[O-]